C1NCC12OC(NC2)=O 5-oxa-2,7-diazaspiro[3.4]oct-an-6-one